Cl.O1CC(C(C2=C1C(=C(C(=C2[2H])[2H])[2H])[2H])N)([2H])[2H] 3,4-dihydro(3,3,5,6,7,8-2H6)-2H-1-benzopyran-4-amine hydrochloride